3-((4,4-bis(((Z)-oct-5-en-1-yl) oxy) butanoyl) oxy)-2-((((((1-ethylpiperidin-3-yl) methoxy) carbonyl) oxy) methyl) propoxy)-7-oxoheptanoate C(CCC\C=C/CC)OC(CCC(=O)OC(C(C(=O)[O-])OCCCCOC(=O)OCC1CN(CCC1)CC)CCCC=O)OCCCC\C=C/CC